C(C=C)[C@]1(C(N(CN(C1)C(=O)OC(C)(C)C)C(C1=CC=CC=C1)=O)=O)CCC#N tert-butyl (R)-5-allyl-3-benzoyl-5-(2-cyanoethyl)-4-oxotetrahydropyrimidine-1(2H)-carboxylate